C(C)N(C(=O)C=1C=C2CCN(C2=CC1)C\C(\CNC(OC(C)(C)C)=O)=C\F)CC (E)-tert-butyl (2-((5-(diethylcarbamoyl)indoline-1-yl)methyl)-3-fluoroallyl)carbamate